N-(3-(iso-hexoxy)propyl)-3-(imidazolyl)propan-1-amine C(CCC(C)C)OCCCNCCCC=1NC=CN1